3-(((1S,4r)-4-((2-((2S,3S)-1-methyl-5-oxo-2-(pyridin-3-yl)pyrrolidine-3-carboxamido)ethoxy)methyl)cyclohexyl)methoxy)propanoic acid hydrochloric acid salt Cl.CN1[C@@H]([C@H](CC1=O)C(=O)NCCOCC1CCC(CC1)COCCC(=O)O)C=1C=NC=CC1